COC(C(CNCC1=C(C=C(C=C1)OC)OC)O)=O 3-((2,4-dimethoxybenzyl)amino)-2-hydroxypropionic acid methyl ester